FC=1C=C(C=NC1N1C=NC(=C1)C1NCCC1)NC(CN1N=C(C=C1C)C(F)(F)F)=O N-(5-fluoro-6-(4-(pyrrolidin-2-yl)-1H-imidazol-1-yl)pyridin-3-yl)-2-(5-methyl-3-(trifluoromethyl)-1H-pyrazol-1-yl)acetamide